C1=CC=C2C3=CC=CC=C3C=3C4=CC=CC=5C6=CC=CC=C6C(=C1C23)C45 rubicene